4-chloro-2-trifluoroacetyl-aniline hydrochloride Cl.ClC1=CC(=C(N)C=C1)C(C(F)(F)F)=O